Tert-butyl 2-(2-(4-((1,1-Dioxidothietan-3-yl)oxy)phenyl)-6-oxo-5-((3-phenylpropyl)amino)pyrimidin-1(6H)-yl)acetate O=S1(CC(C1)OC1=CC=C(C=C1)C=1N(C(C(=CN1)NCCCC1=CC=CC=C1)=O)CC(=O)OC(C)(C)C)=O